FC1=CC2=C(C=C(O2)CN2C=CC3=CC=CC(=C23)C(=O)NC2(CC2)C23CC(C2)(C3)C(=O)O)C=C1 3-(1-(1-((6-Fluorobenzofuran-2-yl)methyl)-1H-indole-7-carboxamido)cyclopropyl)bicyclo[1.1.1]pentane-1-carboxylic Acid